6-(5-fluoro-2-pyridyl)-8-methoxy-N-[(1R)-1-(1-methylpyrazol-3-yl)ethyl]quinazolin-4-amine FC=1C=CC(=NC1)C=1C=C2C(=NC=NC2=C(C1)OC)N[C@H](C)C1=NN(C=C1)C